Neodymium(III) chloride [Cl-].[Nd+3].[Cl-].[Cl-]